CC(OCC)COC=C 4-methyl-3,6-dioxa-7-octene